CN1N=C2C=C(C=CC2=C1)B1OC(C(O1)(C)C)(C)C 2-methyl-6-(4,4,5,5-tetramethyl-1,3,2-dioxaborolan-2-yl)indazole